2-(5-fluoro-1H-indol-3-yl)-N-methyl-N-(2-methylsulfonylethyl)ethanamine FC=1C=C2C(=CNC2=CC1)CCN(CCS(=O)(=O)C)C